CN(C)CC1CN(CCC1(C1=CC(=CC=C1)OC)O)C(=O)C1(CCC1)C1=CC=CC=C1 (3-((dimethylamino)methyl)-4-hydroxy-4-(3-methoxyphenyl)piperidin-1-yl)(1-phenylcyclobutyl)methanone